FC1=C(C=CC=C1)C1=CN(C=2N=CN=C(C21)N2C[C@H](N(C[C@@H]2C)C(=O)OCC)C)C2=NC=CC=C2 ethyl (2R,5S)-4-(5-(2-fluorophenyl)-7-(pyridin-2-yl)-7H-pyrrolo[2,3-d]pyrimidin-4-yl)-2,5-dimethylpiperazine-1-carboxylate